4-((2,5-dimethylphenyl)sulfonamido)-N-(3-(trifluoromethyl)phenyl)benzamide CC1=C(C=C(C=C1)C)S(=O)(=O)NC1=CC=C(C(=O)NC2=CC(=CC=C2)C(F)(F)F)C=C1